10-(2,5-dihydroxyphenyl)-9,10-dihydro-9-oxo-10-phosphaphenanthrene-10-oxide OC1=C(C=C(C=C1)O)P1(C(C2=CC=CC=C2C=2C=CC=CC12)=O)=O